5-Bromo-4-ethyl-1,2,3,6-tetrahydropyridine BrC1=C(CCNC1)CC